ClC1=C(C=C(C=C1)NC1=C(C(=O)NC2=CC(=NN2C)C(F)(F)F)C=CC=C1)C(F)(F)F 2-((4-Chloro-3-(trifluoromethyl)phenyl)amino)-N-(1-methyl-3-(trifluoromethyl)-1H-pyrazol-5-yl)benzamide